ClC1=CC=C(C=C1)[C@@H]1C[C@H](C1)N1N=C(OC1=O)CN1C=NC2=C(C1=O)N(C(C=C2)=O)C 3-((4-((trans)-3-(4-chlorophenyl)cyclobutyl)-5-oxo-4,5-dihydro-1,3,4-oxadiazol-2-yl)methyl)-5-methylpyrido[3,2-d]Pyrimidine-4,6(3H,5H)-dione